BrC1=C(C(=C(C=C1)C=1C(=NN(C1)CCOC(F)F)C)F)F 4-(4-bromo-2,3-difluoro-phenyl)-1-[2-(difluoromethoxy)ethyl]-3-methyl-pyrazole